1-((1R,5S,7r)-7-(5-(2,2-difluoroethyl)-3-(2-hydroxyphenyl)-7H-pyrrolo[2,3-c]pyridazin-6-yl)-3-oxa-9-azabicyclo[3.3.1]nonan-9-yl)prop-2-en-1-one FC(CC1=C(NC=2N=NC(=CC21)C2=C(C=CC=C2)O)C2C[C@H]1COC[C@@H](C2)N1C(C=C)=O)F